C(C)C(CC)C=1NC2=C(N1)C=CC=C2 2-(1-ethylpropyl)benzimidazole